(+/-)-{2-[3,5-difluoro-4-({3-[2-(propan-2-yl)phenyl]-1H-pyrrolo[2,3-b]pyridin-4-yl}oxy)anilino]-5-methyl-5,6-dihydro-4H-1,3-oxazin-5-yl}methanol FC=1C=C(NC=2OC[C@@](CN2)(C)CO)C=C(C1OC1=C2C(=NC=C1)NC=C2C2=C(C=CC=C2)C(C)C)F |r|